C1(CC1)C1=C(C=C(C=C1)C(NC(=O)C1N(CC(C1)F)C(CN1N=NN=C1C)=O)C1=CC=CC=C1)F N-[(4-cyclopropyl-3-fluorophenyl)(phenyl)methyl]-4-fluoro-1-[2-(5-methyl-1H-1,2,3,4-tetrazol-1-yl)acetyl]pyrrolidine-2-carboxamide